NC=1C(=NC(=CN1)C1=CC(=C(C(=C1)C)OCCCN1C[C@@H](CC1)F)C)N1N=CC(=C1)C(=O)N 1-{3-amino-6-[4-({3-[(3R)-3-fluorotetrahydro-1H-pyrrol-1-yl]propyl}oxy)-3,5-dimethylphenyl]pyrazin-2-yl}pyrazole-4-carboxamide